F[C@H]1C[C@H](OC1)C=1C(=NC(=CC1)N1C=NC2=C1C=CC(=C2)NC=2N=NC(=CC2)C)N2N=C(C=C2C)C#N 1-[3-[(2S,4S)-4-fluorotetrahydrofuran-2-yl]-6-[5-[(6-methylpyridazin-3-yl)amino]benzimidazol-1-yl]-2-pyridyl]-5-methyl-pyrazole-3-carbonitrile